3-methyl-pyrrolidine-1-carboxamide CC1CN(CC1)C(=O)N